ClC=1C(=NC=C(C1)Cl)C=O 3,5-dichloropicolinaldehyde